6-methyl-1,3-benzothiazol CC1=CC2=C(N=CS2)C=C1